C(CCC)(=O)N1CCC2=CC=CC=C12 butyryl-indoline